C1(CC1)C1=NC=NC(=C1C1=NC(=C2NC=NC2=N1)OCC1=CC(=C(C=C1)C=1N(C=C(N1)C(F)(F)F)C(C)C)C)OC 2-(4-cyclopropyl-6-methoxypyrimidin-5-yl)-6-((4-(1-isopropyl-4-(trifluoro-methyl)-1H-imidazol-2-yl)-3-methylbenzyl)oxy)-7H-purine